BrC1=CC=C(C=C1)C12CC3(CC(CC(C1)(C3)CS(=O)(=O)C(F)(F)F)(C2)CS(=O)(=O)C(F)(F)F)CS(=O)(=O)C(F)(F)F 1-(4-bromophenyl)-3,5,7-tris(trifluoromethanesulfonyl-methyl)adamantane